CCO\N=C(\C(=O)O[C@@H](C1=NC=CC=C1)C1=CC=C(C=C1)Cl)/C1=C(C=CC=C1)CON1C(C2=CC=CC=C2C1=O)=O (R)-(4-chlorophenyl)(pyridine-2-yl)methanol methyl-(2E)-2-[2-[(1,3-dioxoisoindolin-2-yl)oxymethyl]phenyl]-2-methoxyimino-acetate